COCC#CC(=O)O 4-methoxybut-2-ynoic acid